6-{5-chloro-2-[(Oxacyclohex-4-yl)amino]pyrimidin-4-yl}-2-[(5-methyl-1,2,4-oxadiazol-3-yl)methyl]-2,3-dihydro-1H-isoindol-1-one ClC=1C(=NC(=NC1)NC1CCOCC1)C1=CC=C2CN(C(C2=C1)=O)CC1=NOC(=N1)C